COC(CS)=O thioglycolic acid methyl ester